C(#N)C1=CC=C(C=C1)C1=CC=C(C=C1)C#N dicyanobiphenyl